indium-antimony-tellurium [Te].[Sb].[In]